1-ethyl-6,8-difluoro-7-(3-methylpiperazin-1-yl)-3-[3-(pyridin-3-yl)acryloyl]-quinolin-4(1H)-one C(C)N1C=C(C(C2=CC(=C(C(=C12)F)N1CC(NCC1)C)F)=O)C(C=CC=1C=NC=CC1)=O